C(CCCCCCCCC)OC(=O)C1C(CCC(C1)=O)C(=O)OCCCCCCCCCC 5-oxo-cyclohexane-1,2-dicarboxylic acid didecyl ester